4-(3,5-dimethoxy-4-((1-(piperidin-4-ylmethyl)piperidin-4-yl)oxy)phenyl)-2-methyl-2,7-naphthyridin-1(2H)-one TFA salt OC(=O)C(F)(F)F.COC=1C=C(C=C(C1OC1CCN(CC1)CC1CCNCC1)OC)C1=CN(C(C2=CN=CC=C12)=O)C